C(C1=CC=CC=C1)N1C(C2=CC=CC=C2CC1=O)=O 2-benzylisoquinoline-1,3(2H,4H)-dione